BrC=1C=C2C(=NN(C(C2=CC1)=O)CC(=O)NC1=NC=C(C=N1)F)OC1CC2(C(C2)(F)F)C1 2-[6-bromo-4-(cis-2,2-difluorospiro[2.3]hexan-5-yl)oxy-1-oxophthalazin-2-yl]-N-(5-fluoropyrimidin-2-yl)acetamide